FC1=C(C=CC(=C1O)F)C1=NN=C(S1)CN1C2(CC2)C(N(C1=O)CC1=CC=C(C(=O)NC)C=C1)=O 4-((4-((5-(2,4-difluoro-3-hydroxyphenyl)-1,3,4-thiadiazol-2-yl)methyl)-5,7-dioxo-4,6-diazaspiro[2.4]heptan-6-yl)methyl)-N-methylbenzamide